C(OC1=C(C=C(C(=C1)C#CCCCCCC)CCC)OC)(OC1=C(C=C(C(=C1)C#CCCCCCC)CCC)OC)=O Bis(2-methoxy-5-(oct-1-yn-1-yl)-4-propylphenyl) carbonate